(2R)-2-[2-methyl-5-(2-{[(R)-phenyl((3R)-1H,2H,3H,4H-pyrido[2,3-b]pyrazin-3-yl)methyl]amino}ethyl)phenyl]propanoic acid CC1=C(C=C(C=C1)CCN[C@@H]([C@H]1CNC2=C(N1)N=CC=C2)C2=CC=CC=C2)[C@H](C(=O)O)C